4-(2-(5,5-dimethyl-8-(4-(trifluoromethyl)phenyl)-1,3,4,5-tetrahydro-2H-benzo[c]azepin-2-yl)ethyl)-2-methylthiazole CC1(C2=C(CN(CC1)CCC=1N=C(SC1)C)C=C(C=C2)C2=CC=C(C=C2)C(F)(F)F)C